anti-phosphoric acid platinum cobalt [Co].[Pt].P(O)(O)(O)=O